6,7-dihydro-4H-pyrazolo[5,1-c][1,4]oxazine-3-sulfonamide N1=CC(=C2COCCN21)S(=O)(=O)N